6-((2,6-dichloro-7-fluoro-1-(1-methyl-1H-pyrazol-4-yl)-1H-indol-3-yl)thio)picolinic acid ClC=1N(C2=C(C(=CC=C2C1SC1=CC=CC(=N1)C(=O)O)Cl)F)C=1C=NN(C1)C